5-isopropoxymethyl-bicyclo[2.2.1]Hept-2-ene C(C)(C)OCC1C2C=CC(C1)C2